(6-bromo-3,4-dihydroquinolin-1(2H)-yl)-5-(1-ethyl-1H-pyrazol-4-yl)-1,2,4-oxadiazole BrC=1C=C2CCCN(C2=CC1)C1=NOC(=N1)C=1C=NN(C1)CC